FC(C1OCCC1CN1N=CC=C1)(F)F 1-((2-(trifluoromethyl)tetrahydrofuran-3-yl)methyl)-1H-pyrazole